Fmoc-methionine pentafluorophenyl ester FC1=C(C(=C(C(=C1OC([C@@H](NC(=O)OCC1C2=CC=CC=C2C2=CC=CC=C12)CCSC)=O)F)F)F)F